C12(CC3CC(CC(C1)C3)C2)NCCC(CCNC2=C3C(N(C(=NC3=CC=C2)C)C2C(NC(CC2)=O)=O)=O)=O 3-(5-((5-(((1s,3s)-adamantan-1-yl)amino)-3-oxopentyl)amino)-2-methyl-4-oxoquinazolin-3(4H)-yl)piperidine-2,6-dione